4-[[[6-[5-chloro-2-[[4-[[(1S)-1-methyl-2-[(1-methyltetrazol-5-yl)methoxy]ethyl]amino]cyclohexyl]amino]-4-pyridyl]-2-pyridyl]amino]methyl]tetrahydropyran-4-carbonitrile ClC=1C(=CC(=NC1)NC1CCC(CC1)N[C@H](COCC1=NN=NN1C)C)C1=CC=CC(=N1)NCC1(CCOCC1)C#N